(S)-N-((3-aminoazepan-1-yl)sulfonyl)-5-chloro-4-(cyclopentylmethoxy)-2-fluorobenzamide N[C@@H]1CN(CCCC1)S(=O)(=O)NC(C1=C(C=C(C(=C1)Cl)OCC1CCCC1)F)=O